N-(7-methoxy-6-{3-[(3R)-3-methoxypyrrolidin-1-yl]propoxy}-1H,2H,3H-cyclopenta[b]quinolin-9-yl)-1-(propan-2-yl)piperidin-4-amine COC1=CC=2C(=C3C(=NC2C=C1OCCCN1C[C@@H](CC1)OC)CCC3)NC3CCN(CC3)C(C)C